CN1CCC(CC1)NC(=O)C=1C=NN2C1C=C(C=C2)C2=CNC=1N=C(N=CC12)NC1CCN(CC1)C N-(1-methylpiperidin-4-yl)-5-(2-((1-methylpiperidin-4-yl)amino)-7H-pyrrolo[2,3-d]pyrimidin-5-yl)pyrazolo[1,5-a]pyridine-3-carboxamide